(S)-2-((6-((2,3-dihydrobenzo[b][1,4]dioxin-6-yl)methoxy)-3',6'-Dihydro-[2,4'-bipyridyl]-1'(2'H)-yl)methyl)-1-(oxetan-2-ylmethyl)-1H-benzo[d]Imidazole-6-carboxylic acid methyl ester COC(=O)C=1C=CC2=C(N(C(=N2)CN2CCC(=CC2)C2=NC(=CC=C2)OCC2=CC3=C(OCCO3)C=C2)C[C@H]2OCC2)C1